BrC1=CC=C2C(=NN(C2=C1)CCN(C)C)C(=O)C1COC2=CC=C(C=C2C1)Cl (6-bromo-1-(2-(dimethyl-amino)ethyl)-1H-indazol-3-yl)(6-chlorochroman-3-yl)methanone